isoheptanide [CH2-]CCCC(C)C